N[C@@H](CN[C@H](COC1CC1)C=1C=C(N=NC1Cl)NC(C(C)(C)C)=O)C(F)(F)F N-(5-((S)-1-(((S)-2-amino-3,3,3-trifluoropropyl)amino)-2-cyclopropoxyethyl)-6-chloropyridazin-3-yl)pivalamide